4-(2-((3-(difluoro-methyl)-1-methyl-1H-pyrazol-4-yl)sulfonyl)propan-2-yl)-N-(6-methyl-pyridazin-4-yl)piperidine-1-carboxamide FC(C1=NN(C=C1S(=O)(=O)C(C)(C)C1CCN(CC1)C(=O)NC1=CN=NC(=C1)C)C)F